Methyl 5-(benzyloxy)-8-iodo-2-phenyl-1,7-naphthyridine-6-carboxylate C(C1=CC=CC=C1)OC1=C2C=CC(=NC2=C(N=C1C(=O)OC)I)C1=CC=CC=C1